FC(OC1=C(C(=O)O)C=CN=C1C(F)F)F 3-(difluoromethoxy)-2-(difluoromethyl)isonicotinic acid